tri(coumaroyl)spermidine C(\C=C\C1=CC=C(C=C1)O)(=O)C(N(C(\C=C\C1=CC=C(C=C1)O)=O)C(\C=C\C1=CC=C(C=C1)O)=O)CCCNCCCN